CC([C@@H](C(=O)N1[C@@H](C[C@H](C1)O)C(=O)N[C@@H](C)C1=CC=C(C=C1)C1=C(N=CS1)C)NC(CCCCCCC(N1CCNCC1)=O)=O)(C)C (2S,4R)-1-((S)-3,3-dimethyl-2-(8-oxo-8-(piperazin-1-yl)octanamido)butanoyl)-4-hydroxy-N-((S)-1-(4-(4-methylthiazol-5-yl)phenyl)ethyl)pyrrolidine-2-carboxamide